4-(2-ethoxyethoxy)-3-fluorobenzaldehyde C(C)OCCOC1=C(C=C(C=O)C=C1)F